tert-Butyl (E)-4-((2-hydroxy-1-((1-isopropyl-1H-pyrazol-5-yl)methyl)guanidino)methyl)benzoate O/N=C(/N(CC1=CC=NN1C(C)C)CC1=CC=C(C(=O)OC(C)(C)C)C=C1)\N